NC1=C(C=C(C=N1)C1=NNC(O1)=O)Br 5-(6-amino-5-bromo-3-pyridyl)-3H-1,3,4-oxadiazol-2-one